The molecule is a semisynthetic glycopeptide used (as its bisphosphate salt) for the treatment of acute bacterial skin and skin structure infections caused or suspected to be caused by susceptible isolates of designated Gram-positive microorganisms including MRSA. It has a role as an antibacterial drug and an antimicrobial agent. It is a disaccharide derivative, a glycopeptide and a semisynthetic derivative. It derives from a vancomycin aglycone. C[C@H]1[C@@H]([C@@](C[C@@H](O1)O[C@H]2[C@H]3C(=O)N[C@@H](C4=C(C(=CC(=C4)O)O)C5=C(C=CC(=C5)[C@H](C(=O)N3)NC(=O)[C@H]6C7=CC(=C(C(=C7)OC8=C(C=C2C=C8)Cl)O[C@H]9[C@@H]([C@H]([C@@H]([C@H](O9)CO)O)O)O[C@H]1C[C@]([C@H]([C@@H](O1)C)O)(C)NCC1=CC=C(C=C1)C1=CC=C(C=C1)Cl)OC1=C(C=C(C=C1)[C@H]([C@H](C(=O)N[C@H](C(=O)N6)CC(=O)N)NC(=O)[C@@H](CC(C)C)NC)O)Cl)O)C(=O)O)(C)N)O